(1r,4r)-4-(((2-(4-isopropylpiperidin-1-yl)pyrimidin-5-yl)amino)methyl)cyclohexane-1-carboxylic acid C(C)(C)C1CCN(CC1)C1=NC=C(C=N1)NCC1CCC(CC1)C(=O)O